BrC1=C2C=NN(C2=CC=C1[N+](=O)[O-])CCOC 4-bromo-1-(2-methoxyethyl)-5-nitro-1H-indazole